1-(3-isopropylphenoxy)-3-((3-methoxy-4-(2-(4-methylpiperidin-1-yl)ethoxy)benzyl)(methyl)amino)propan-2-ol C(C)(C)C=1C=C(OCC(CN(C)CC2=CC(=C(C=C2)OCCN2CCC(CC2)C)OC)O)C=CC1